8-(4-fluoro-2-methoxy-5-nitrophenoxymethyl)-3-methylquinoline FC1=CC(=C(OCC=2C=CC=C3C=C(C=NC23)C)C=C1[N+](=O)[O-])OC